2,7-bis(3,5-dimethylphenyl)-9H-carbazole CC=1C=C(C=C(C1)C)C1=CC=2NC3=CC(=CC=C3C2C=C1)C1=CC(=CC(=C1)C)C